18-methyloxacyclooctadeca-10,13-dien-2-one CC1CCCC=CCC=CCCCCCCCC(O1)=O